[Mo+].[Re](=O)(=O)([O-])[O-].[NH4+] ammonium rhenate molybdenum